C(C)(C)C1C(CC(CC1)=O)C1=CC(=CC2=CC=CC=C12)OCC1=CC=C(C=C1)OC 4-isopropyl-3-(3-(4-methoxybenzyloxy)naphthalen-1-yl)cyclohexanone